ClC1=NC=C(C(=N1)OC1=NC=CC(=C1F)C1=CC=2C(NCCC2N1)=O)I 2-(2-((2-chloro-5-iodopyrimidin-4-yl)oxy)-3-fluoropyridin-4-yl)-1,5,6,7-tetrahydro-4H-pyrrolo[3,2-c]pyridin-4-one